3-(4-chloro-2-fluoro-5-methylbenzyl)-1-cyclopropyl-1-(piperidin-3-yl)urea ClC1=CC(=C(CNC(N(C2CNCCC2)C2CC2)=O)C=C1C)F